CC1=NC=CC(=C1)C=O 2-methylpyridine-4-carbaldehyde